CN1C=2N(CC[C@@H](C1=O)NC(=O)C1=NN(C=N1)CC1CC(C1)CC)N=CC2 N-((S)-4-methyl-5-oxo-5,6,7,8-tetrahydro-4H-pyrazolo[1,5-a][1,3]diazepin-6-yl)-1-(((1S,3S)-3-ethylcyclobutyl)methyl)-1H-1,2,4-triazole-3-carboxamide